diethylsulfononylamide C(C)C(CCCCCCCC[NH-])(S(=O)(=O)O)CC